Dodecyl phosphate potassium salt [K+].P(=O)(OCCCCCCCCCCCC)([O-])[O-].[K+]